ClC[C@@H](COC1=C(C=C(C=C1Cl)S(=O)(=O)C1=CC=C(C=C1)OC[C@H](CS(=O)(=O)CC)O)Cl)O (R)-1-chloro-3-(2,6-dichloro-4-((4-((R)-2-hydroxy-3-(ethylsulfonyl)propoxy)phenyl)sulfonyl)phenoxy)propan-2-ol